Cl.Cl.ClC1=CC2=C(N(C=N2)C/C=C/[C@H]2NCCC[C@@H]2O)C(=C1)F (2R,3S)-2-((E)-3-(5-chloro-7-fluoro-1H-benzo[d]imidazol-1-yl)prop-1-en-1-yl)piperidin-3-ol dihydrochloride